C1C=C(C2=CC=CC=C12)N Inden-3-amine